(R)-N-(2-(hydroxymethyl)-2-methyl-7-morpholinochroman-6-yl)pyrazolo[1,5-a]pyrimidine-3-carboxamide OC[C@@]1(OC2=CC(=C(C=C2CC1)NC(=O)C=1C=NN2C1N=CC=C2)N2CCOCC2)C